[Na+].C(CCCCCCCCCCC(=O)[O-])(=O)[O-].[Na+] dodecanedioic acid sodium salt